C(C1=CC=CC=C1)N1[C@@]2(CN([C@H](C1)C2)C(=O)OC(C)(C)C)C(=O)O (1S,4S)-2-benzyl-5-(tert-Butoxycarbonyl)-2,5-diazabicyclo[2.2.1]heptane-1-carboxylic acid